C(C)(C)C1C=2C=C(C(NC2C2=NC(=C(C=C2C1)OCCCOC)NC)=O)C(=O)O 5-Isopropyl-8-(3-methoxypropoxy)-9-(methylamino)-2-oxo-1,2,5,6-tetrahydro-1,10-phenanthroline-3-carboxylic acid